COC(=O)C=1C=C2CCCC2=C(C1NC(C)=O)[N+](=O)[O-] 6-acetamido-7-nitro-2,3-dihydro-1H-indene-5-carboxylic acid methyl ester